7-[(5-Chloropyrimidine-2-yl)oxy]-3-iodo-1-{2-[3-(trifluoromethyl)-1H-pyrazole-1-yl]ethyl}-1H-indazole ClC=1C=NC(=NC1)OC=1C=CC=C2C(=NN(C12)CCN1N=C(C=C1)C(F)(F)F)I